C(C)[C@@H]1CN(CC[C@@H]1OC1=NC=C(C=C1)OC(C)C)C1=CC(N(C=2C=CC(=NC12)C#N)C)=O 8-((3R,4S)-3-Ethyl-4-((5-isopropoxypyridin-2-yl)oxy)piperidin-1-yl)-5-methyl-6-oxo-5,6-dihydro-1,5-naphthyridin-2-carbonitril